C(C)OC(=O)C1=C(N=C2N1N=C(C=C2)C)C2=C(C=NC=C2)F.NC2=NC=C(C1=C2C(=C(N1C)C1=CC=C(C=C1)NC(C=C)=O)C=1C=C2C=CN(C2=CC1)C)C#N N-(4-(4-amino-7-cyano-1-methyl-3-(1-methyl-1H-indol-5-yl)-1H-pyrrolo[3,2-c]pyridin-2-yl)phenyl)acrylamide Ethyl-2-(3-fluoropyridin-4-yl)-6-methyl-imidazo[1,2-b]pyridazine-3-carboxylate